N-(13,16,19,22,25-pentaoxapentatriacontan-1-yl)thiophene-3-carboxamide C(CCCCCCCCCCCOCCOCCOCCOCCOCCCCCCCCCC)NC(=O)C1=CSC=C1